p-Nitrophenyl caproate C(CCCCC)(=O)OC1=CC=C(C=C1)[N+](=O)[O-]